FC(C=1C(=C(C=CC1)[C@@H](C)NC=1C2=C(N=C(N1)C)N=C(C(=C2)C2(CC2)C#N)OC)F)(C2CCN(CC2)C)F (R)-1-(4-((1-(3-(difluoro(1-methylpiperidin-4-yl)methyl)-2-fluorophenyl)ethyl)amino)-7-methoxy-2-methylpyrido[2,3-d]pyrimidin-6-yl)cyclopropane-1-carbonitrile